C1(CC1)N1C(=NC(=C1)C(F)(F)F)C1=CC=C(C=C1)CC=1CC(N=C2N=C(N=C(C21)C)C=2C(=NC=NC2OC)C2CC2)=O {4-[1-cyclopropyl-4-(trifluoromethyl)imidazol-2-yl]phenyl-methyl}-2-(4-cyclopropyl-6-methoxypyrimidin-5-yl)-4-methylpyrido[2,3-d]pyrimidin-7-one